ClC1=CC=CC(=N1)C1=NC=CC=C1 6-chloro-2,2-bipyridyl